6-(4-chloro-3-isopropyl-3H-imidazo[4,5-c]pyridin-6-yl)-1-((1s,3s)-3-(3-fluoro-3-methylpyrrolidin-1-yl)cyclobutyl)-1'-(oxetan-3-yl)spiro[indolin-3,4'-piperidin]-2-one ClC1=NC(=CC2=C1N(C=N2)C(C)C)C2=CC=C1C(=C2)N(C(C12CCN(CC2)C2COC2)=O)C2CC(C2)N2C[C@@](CC2)(C)F